furanol chloroformate ClC(=O)OC=1OC=CC1